1-bromo-3,6-bis(1,1-dimethylethyl)-9H-carbazole BrC1=CC(=CC=2C3=CC(=CC=C3NC12)C(C)(C)C)C(C)(C)C